2-(aminooxy)-2-methylpropanoic acid hydrochloride Cl.NOC(C(=O)O)(C)C